OCCNCC=1C=NC2=C(N=CC=C2C1)NC=1C(=C(C=CC1)C1=C(C(=CC=C1)NC=1N=CC=C2C=C(C=NC12)CN1C[C@@H](CC1)O)C)C (R)-1-((8-(3'-(3-((2-Hydroxyethylamino)methyl)-1,7-naphthyridin-8-ylamino)-2,2'-dimethylbiphenyl-3-ylamino)-1,7-naphthyridin-3-yl)methyl)pyrrolidin-3-ol